C(C)(C)(C)OC(=O)N1CCC(CC1)N1N=CC(=C1)N1C(CN(CC1)C(=O)OCC1=CC=CC=C1)=O benzyl 4-[1-(1-tert-butoxycarbonyl-4-piperidyl)pyrazol-4-yl]-3-oxo-piperazine-1-carboxylate